ClC1=C2C(=CNC2=CC(=C1)OC)CCNC(C1=C(C=C(C=C1)C)O)=O N-(2-(4-chloro-6-methoxy-1H-indol-3-yl)ethyl)-2-hydroxy-4-methylbenzamide